N1=NN(C2=NC=CC=C21)C2=CC(=C(C(=O)N([C@H]1CNCCC1)C1=NC=CC=C1C)C=C2)F (R)-4-(3H-[1,2,3]triazolo[4,5-b]pyridin-3-yl)-2-fluoro-N-(3-methylpyridin-2-yl)-N-(piperidin-3-yl)benzamide